C(C1=CC=CC=C1)OC1=NC(=CC=C1C1=NN(C2=CC(=CC=C12)C1CCN(CC1)C[C@H]1[C@H](CN(CC1)C(=O)OC(C)(C)C)F)C)O tert-butyl (3R,4S)-4-((4-(3-(2-(benzyloxy)-6-hydroxypyridin-3-yl)-1-methyl-1H-indazol-6-yl)piperidin-1-yl)methyl)-3-fluoropiperidine-1-carboxylate